Cl.NC(C(=O)N1CCN(CC1)C(=O)NC1=NC(N(C=C1)C1=CC=C(C=C1)CCN1CC2(CC2C1)CN)=O)(C)C 4-(2-Amino-2-methylpropanoyl)-N-(1-(4-(2-(1-(aminomethyl)-3-azabicyclo[3.1.0]hexan-3-yl)ethyl)phenyl)-2-oxo-1,2-dihydropyrimidin-4-yl)piperazine-1-carboxamide Hydrochloride Salt